CCCCCCCCCCCCCCCCC(=O)O[C@H](COC(=O)CCCCCCCCC/C=C\CCCCCCCCCC)COP(=O)([O-])OCC[N+](C)(C)C 1-(11Z-docosenoyl)-2-heptadecanoyl-glycero-3-phosphocholine